C([C@@H](O)C1=CC=CC=C1)(=O)OC methyl L-(+)-mandelate